C(C)C=1N([C@H]2[C@H](S)[C@H](O)[C@@H](CO)O2)C=2N=C(NC(C2N1)=O)N 8-Ethylthioguanosine